(6-((4-((8S,11R,13S,14S,17R)-17-acetoxy-17-acetyl-13-methyl-3-oxo-2,3,6,7,8,11,12,13,14,15,16,17-dodecahydro-1H-cyclopenta[a]phenanthren-11-yl)phenyl)(methyl)amino)hexyl)-L-valine C(C)(=O)O[C@@]1(CC[C@H]2[C@@H]3CCC4=CC(CCC4=C3[C@H](C[C@]12C)C1=CC=C(C=C1)N(CCCCCCN[C@@H](C(C)C)C(=O)O)C)=O)C(C)=O